4-((2-(pyrimidin-2-yl)propan-2-yl)amino)-6-((2,3,6-trichloropyridin-4-yl)amino)quinolin-2(1H)-one N1=C(N=CC=C1)C(C)(C)NC1=CC(NC2=CC=C(C=C12)NC1=C(C(=NC(=C1)Cl)Cl)Cl)=O